C1OCC12CC(C2)N2[C@H]1[C@@](CCC2)(CCC1)COC=1N=CC2=C(N1)C(=C(N=C2)C2=CC(=CC1=CC=C(C(=C21)CC)F)O)F 2-{[(4aS,7aR)-1-{2-oxaspiro[3.3]heptan-6-yl}-octahydro-1H-cyclopenta[b]pyridin-4a-yl]methoxy}-7-(8-ethyl-7-fluoro-3-hydroxy-naphthalen-1-yl)-8-fluoropyrido[4,3-d]pyrimidin